N-{3-[2-(4-chloro-3-fluorophenoxy)acetamido]bicyclo[1.1.1]pentan-1-yl}-4,5-dimethyl-1,2-oxazole-3-carboxamide ClC1=C(C=C(OCC(=O)NC23CC(C2)(C3)NC(=O)C3=NOC(=C3C)C)C=C1)F